CN(CCN(CCN(C)C)CCN(C)C)C tris[2-(dimethylamino)ethyl]Amine